2-azaindolizine C=1N=CN2C=CC=CC12